P(=O)([O-])([O-])[O-].C(CCCCCCCC)[N+](C)(C)CCCCCCCCC.C(CCCCCCCC)[N+](CCCCCCCCC)(C)C.C(CCCCCCCC)[N+](CCCCCCCCC)(C)C dinonyldimethyl-ammonium phosphate